N-(4-methyl-3-(4-(4-((tetrahydrofuran-2-yl)methoxy)pyridin-3-yl)-1H-pyrazol-1-yl)phenyl)-2-(trifluoromethyl)isonicotinamide CC1=C(C=C(C=C1)NC(C1=CC(=NC=C1)C(F)(F)F)=O)N1N=CC(=C1)C=1C=NC=CC1OCC1OCCC1